mono(methyl) acrylate C(C=C)(=O)OC